(S)-1-(4-chlorophenyl)-1,3-propanediol ClC1=CC=C(C=C1)[C@H](CCO)O